2-Amino-1-(3-methoxy-2,6-dimethylphenyl)-6-methyl-1,6-dihydropyrrolo[2,3-e]indazole-3-carbonitrile NC1=C(C=2C(=C3C=NN(C3=CC2)C)N1C1=C(C(=CC=C1C)OC)C)C#N